CN(C1=NC(=NC=C1C(F)(F)F)SC)C1=CC=CC=C1 N-methyl-2-methylsulfanyl-N-phenyl-5-(trifluoromethyl)pyrimidin-4-amine